O1COC2=C1C=CC(=C2)C2=CC=C(C=C2)NC(C(C)(C)OC2=CC=C(C=C2)F)=O N-(4-(benzo[d][1,3]dioxol-5-yl)phenyl)-2-(4-fluorophenoxy)-2-methylpropanamide